ClC=1C=C2C=C(NC2=C(C1F)F)C(=O)N[C@H]1[C@H](NC1)C 5-chloro-6,7-difluoro-N-((2R,3R)-2-methylazetidin-3-yl)-1H-indole-2-carboxamide